C1(CC1)CS(=O)(=O)C1=CC=C(C=C1)C(CCO)C1=NC2=C(N1)C(=C(C(=C2)Cl)C2=C(C=CC=C2)OC(F)F)Cl 3-(4-((cyclopropylmethyl)sulfonyl)phenyl)-3-(5,7-dichloro-6-(2-(difluoromethoxy)phenyl)-1H-benzo[d]imidazol-2-yl)propan-1-ol